4-(4-methylpiperazin-1-yl)-3-(2-((tetrahydro-2H-pyran-2-yl)oxy)ethoxy)aniline CN1CCN(CC1)C1=C(C=C(N)C=C1)OCCOC1OCCCC1